N=1C=CN2C1C=CC(=C2)C2=CN(C1=NC(=CC=C12)NC(=O)C1CC1)COCC[Si](C)(C)C N-(3-[imidazo[1,2-a]pyridin-6-yl]-1-[[2-(trimethylsilyl)ethoxy]methyl]pyrrolo[2,3-b]pyridin-6-yl)cyclopropanecarboxamide